FC1=C(C=CC=C1F)[C@@H](C(=O)N1CC2=NN(C=C2C1)S(=O)(=O)C=1C=NN(C1)CC(F)(F)F)CO (2R)-2-(2,3-difluorophenyl)-3-hydroxy-1-{2-[1-(2,2,2-trifluoroethyl)pyrazol-4-ylsulfonyl]-4H,6H-pyrrolo[3,4-c]pyrazol-5-yl}propan-1-one